N1=CC=NC2=C3C(=C4C(=C12)SC=C4)C=CS3 dithieno[2,3-f:3',2'-h]quinoxaline